FC1=C(C=CC2=C1OC1=C2C=CC=C1F)CCC 4,6-difluoro-3-propyl-dibenzofuran